3-(3,4-dichlorophenyl)-3-(5-(hydroxymethyl)-1-(2-(5,6,7,8-tetrahydro-1,8-naphthyridin-2-yl)ethyl)-1H-pyrazole-4-carboxamido)propionic acid ClC=1C=C(C=CC1Cl)C(CC(=O)O)NC(=O)C=1C=NN(C1CO)CCC1=NC=2NCCCC2C=C1